N1(CCNCC1)C1=CC=C(N=N1)N1C(NC(CC1)=O)=O 1-(6-(piperazin-1-yl)pyridazin-3-yl)dihydropyrimidine-2,4(1H,3H)-dione